(2S,6R)-tert-butyl 6-((tert-butyldimethylsilyl)oxy)-2-(hydroxymethyl)-1,4-oxazepane-4-carboxylate [Si](C)(C)(C(C)(C)C)O[C@@H]1CN(C[C@H](OC1)CO)C(=O)OC(C)(C)C